2-chloro-5-(2,4-difluorophenyl)thio-pyrazine ClC1=NC=C(N=C1)SC1=C(C=C(C=C1)F)F